C(C)S(=O)(=O)N1N=CC(=C1)C1C(C1)C(=O)N 2-(1-ethylsulfonylpyrazol-4-yl)cyclopropanecarboxamide